N-{3-[({2-[(3-{[(3R)-3-hydroxypyrrolidin-1-yl]carbonyl}phenyl)amino]-5-(trifluoromethyl)pyrimidin-4-yl}amino)methyl]pyridin-2-yl}-N-methylmethane-sulfonamide O[C@H]1CN(CC1)C(=O)C=1C=C(C=CC1)NC1=NC=C(C(=N1)NCC=1C(=NC=CC1)N(S(=O)(=O)C)C)C(F)(F)F